C1CC(C=CC1)=O 4-cyclohexene-3-one